C(#N)[C@H]1N(CSC1)C(CNC(=O)C1=CC=NC2=CC=C(C=C12)CCOC)=O (R)-N-(2-(4-cyanothiazolidin-3-yl)-2-oxoethyl)-6-(2-methoxyethyl)quinoline-4-carboxamide